C(C)(C)C1=CC=C(C=C1)C(C(C)(C)O)=O 1-(4-i-propylphenyl)-2-hydroxy-2-methylpropane-1-one